FC=1C=C2C=CN=CC2=C(C1F)COC1=C(C=C(C(=C1)[N+](=O)[O-])F)OC 6,7-difluoro-8-((4-fluoro-2-methoxy-5-nitrophenoxy)methyl)isoquinoline